(S)-1-(2-((2,2'-dichloro-3'-((2-methylpyrido[3,2-d]pyrimidin-4-yl)amino)-[1,1'-biphenyl]-3-yl)carbamoyl)-4,5,6,7-tetrahydropyrazolo[1,5-a]pyridin-4-yl)piperidine-4-carboxylic acid ClC1=C(C=CC=C1NC(=O)C1=NN2C([C@H](CCC2)N2CCC(CC2)C(=O)O)=C1)C1=C(C(=CC=C1)NC=1C2=C(N=C(N1)C)C=CC=N2)Cl